O1CCC2=C1C=CC=C2NC(=O)C=2C(=CC=1N(C2)C=C(N1)C1CCOCC1)OC N-(2,3-dihydrobenzofuran-4-yl)-7-methoxy-2-(tetrahydro-2H-pyran-4-yl)imidazo[1,2-a]pyridine-6-carboxamide